benzyl (2-((N,N-dimethylsulfamoyl)amino)-2-oxoethyl)carbamate CN(S(=O)(=O)NC(CNC(OCC1=CC=CC=C1)=O)=O)C